IC1=CC=CC=2N(C=NC21)COCC[Si](C)(C)C 2-[(4-iodobenzimidazol-1-yl)methoxy]ethyl-trimethyl-silane